C(CCC)N(C(O)=O)C1=C2C(=NC=C1C#N)N(C=C2)CC(=O)N2[C@@H](C[C@H](C2)F)C(NCC2=C(C(=CC=C2)Cl)F)=O.C(CCC)C2=CC=C(N)C=C2 4-(n-BUTYL)ANILINE butyl-(1-(2-((2S,4R)-2-((3-chloro-2-fluorobenzyl)carbamoyl)-4-fluoropyrrolidin-1-yl)-2-oxoethyl)-5-cyano-1H-pyrrolo[2,3-b]pyridin-4-yl)carbamate